di(2-hexyl) phthalate C(C=1C(C(=O)OC(C)CCCC)=CC=CC1)(=O)OC(C)CCCC